1-(isoquinolin-1-yl)ethan-1-one C1(=NC=CC2=CC=CC=C12)C(C)=O